O1C(=CC=C1)C(=O)OCCOCCO diethylene glycol furanoate